N-[(3-chloro-4-fluorophenyl)-(4-methyl-5-methylsulfonyl-1H-imidazol-2-yl)methyl]-5-methyl-6-(trifluoromethyl)pyridin-3-amine ClC=1C=C(C=CC1F)C(NC=1C=NC(=C(C1)C)C(F)(F)F)C=1NC(=C(N1)C)S(=O)(=O)C